N[C@@H]1C2=CC=CC=C2CC12CCN(CC2)C=2NC(C1=C(N2)NN=C1C(=C)C1=C(C(=CC=C1)F)F)=O (S)-6-(1-amino-1,3-dihydro-spiro[inden-2,4'-piperidin]-1'-yl)-3-(1-(2,3-difluorophenyl)vinyl)-1H-pyrazolo[3,4-d]pyrimidin-4(5H)-one